(R)-N-[(2R,3S)-1-[1-(1-methyl-6-oxo-3-pyridyl)indazol-5-yl]-5-oxo-2-phenyl-pyrrolidin-3-yl]-tetrahydrofuran-2-carboxamid CN1C=C(C=CC1=O)N1N=CC2=CC(=CC=C12)N1[C@@H]([C@H](CC1=O)NC(=O)[C@@H]1OCCC1)C1=CC=CC=C1